C=C1C(O[C@H](C(O1)=O)C)=O (6S)-3-methylene-6-methyl-1,4-dioxane-2,5-dione